6-((cis)-3,5-dimethylpiperazin-1-yl)pyridin C[C@@H]1CN(C[C@@H](N1)C)C1=CC=CC=N1